C1(CCC1)CNC=1SCC(=NN1)C1=CC2=C(NC(N2)=O)C=C1 5-(2-((cyclobutylmethyl)amino)-6H-1,3,4-thiadiazin-5-yl)-1H-benzo[d]imidazol-2(3H)-one